C[C@@H]1N(CC1)C=1N=C(C2=C(N1)CCC2)C=2C=C1[C@]3(C(NC1=CC2)=O)[C@@H](C3)C#N |&1:17,24| rac-(1R,2R)-5'-[2-[(2S)-2-methylazetidin-1-yl]-6,7-dihydro-5H-cyclopenta[d]pyrimidin-4-yl]-2'-oxo-spiro[cyclopropane-2,3'-indoline]-1-carbonitrile